C[C@H](C(=O)O)CC (S)-2-methylbutyric acid